tetrahydrocyclohepta[c]chromen C1C=2C=3C(=COC2CCC1)C=CC=CC3